1-isocyanato-3-(isocyanatomethyl)benzene N(=C=O)C1=CC(=CC=C1)CN=C=O